C(C)(C)(C)C12C(C(CC(CC1)N2C(=O)O)=O)(C(=O)O)CC (tert-butyl)2-ethyl-3-oxo-8-azabicyclo[3.2.1]octane-2,8-dicarboxylic acid